N1CC(C1)N1C(N(C(C1)C#N)C1=CN=CC2=CC=CC=C12)=O 1-(azetidin-3-yl)-3-(isoquinolin-4-yl)-2-oxo-imidazoline-4-carbonitrile